[Si](C)(C)(C(C)(C)C)OCCN1CC2(CCC(C1)C2)N 3-(2-((tert-butyldimethylsilyl)oxy)ethyl)-3-azabicyclo[3.2.1]octan-1-amine